2-((1-(6-methyl-2-morpholino-4-oxo-3-(2,2,2-trifluoroethyl)-3,4-dihydroquinazolin-8-yl)ethyl)amino)benzoic acid CC=1C=C2C(N(C(=NC2=C(C1)C(C)NC1=C(C(=O)O)C=CC=C1)N1CCOCC1)CC(F)(F)F)=O